(S)-4-((1-(5-chloro-2-fluorophenyl)ethyl)amino)-2,6-difluoro-N-(thiazol-4-yl)benzenesulfonamide ClC=1C=CC(=C(C1)[C@H](C)NC1=CC(=C(C(=C1)F)S(=O)(=O)NC=1N=CSC1)F)F